ICCC1CCC(CC1)N1N=C2C=C(C(=CC2=C1)C(=O)N)OC 2-((1r,4r)-4-(2-iodoethyl)cyclohexyl)-6-methoxy-2H-indazole-5-carboxamide